2,3-Dimethyltrifluorotoluene CC1=C(C(F)(F)F)C=CC=C1C